N,N-diethyl-6-({[(pyridin-4-yl)methyl]carbamoyl}amino)-1-benzofuran-3-carboxamide C(C)N(C(=O)C1=COC2=C1C=CC(=C2)NC(NCC2=CC=NC=C2)=O)CC